ClC1=C(NC2=C(NC3=C2C(NCC3)=O)C3=C(C=NC=C3)OCC3(COC3)CC)C=CC=C1C 3-(2-chloro-3-methylanilino)-2-{3-[(3-ethyloxetan-3-yl)methoxy]pyridin-4-yl}-1,5,6,7-tetrahydro-4H-pyrrolo[3,2-c]pyridin-4-one